4-({4-[3-(1-amino-2-methoxy-2-oxoethyl)phenyl]-1H-pyrazol-1-yl}methyl)piperidine-1-carboxylic acid tert-butyl ester C(C)(C)(C)OC(=O)N1CCC(CC1)CN1N=CC(=C1)C1=CC(=CC=C1)C(C(=O)OC)N